1,6-dichloro-4-(methylsulfonyl)pyridine (Z)-S-(2-(N-((4-amino-2-methylpyrimidin-5-yl)methyl)formamido)-5-(phosphonooxy)pent-2-en-3-yl)2,5-dimethylfuran-3-carbothioate NC1=NC(=NC=C1CN(C=O)C(C)=C(CCOP(=O)(O)O)\S=C(/O)\C1=C(OC(=C1)C)C)C.ClN1CC=C(C=C1Cl)S(=O)(=O)C